(5S,8S)-8-[[(1R)-1-[3,5-bis(trifluoromethyl)phenyl]ethoxy]methyl]-8-phenyl-1,9-diaza-spiro-[4.5]decan-2-one FC(C=1C=C(C=C(C1)C(F)(F)F)[C@@H](C)OC[C@]1(CC[C@]2(CCC(N2)=O)CN1)C1=CC=CC=C1)(F)F